(S)-2-(1-((4-(N-(5-chloroisoxazol-3-yl)sulfamoyl)phenyl)amino)hexyl)malonic acid diethyl ester C(C)OC(C(C(=O)OCC)[C@H](CCCCC)NC1=CC=C(C=C1)S(NC1=NOC(=C1)Cl)(=O)=O)=O